FC(C)(F)C=1C=C(C=CC1)NC(=O)C1C(=NN(C1=O)C1=CC=C(C=C1)OC)C N-(3-(1,1-difluoroethyl)phenyl)-1-(4-methoxyphenyl)-3-methyl-5-oxo-4,5-dihydro-1H-pyrazole-4-carboxamide